FC=1C=C2C(=CC=NC2=CC1)C1CCC(CC1)[C@H](C)NC(=O)C1CCC(CC1)O (1s,4S)-N-((R)-1-((1s,4S)-4-(6-fluoroquinolin-4-yl)cyclohexyl)ethyl)-4-hydroxycyclohexanecarboxamide